BrC1=CC(=CC=2CCCNCC21)Cl 9-bromo-7-chloro-2,3,4,5-tetrahydro-1H-2-benzazepine